C(=O)C1=CC=C(C=C1)C1=C(C=C2C(=N1)CCC2)C#N 2-(4-formylphenyl)-6,7-dihydro-5H-cyclopenta[b]pyridine-3-carbonitrile